5-(3-(trifluoromethoxy)-phenyl)oxazole-2-carboxamide FC(OC=1C=C(C=CC1)C1=CN=C(O1)C(=O)N)(F)F